C(C=C)(=O)N1[C@@H](COCC1)C=1C=C(C=C(C1)Cl)C1=CC(=CC=C1)NC(C)=O (R)-N-(3'-(4-acryloylmorpholin-3-yl)-5'-chloro-[1,1'-biphenyl]-3-yl)acetamide